C(OC1CCC2(CCCO2)CC1)(=S)SC S-methyl O-(1-oxaspiro(4.5)decan-8-yl) carbonodithioate